C(#N)C(=CC=1C=C(OCCC(=O)N[C@@H](CC2=CC=CC=C2)B(O)O)C=CC1)C(=O)N1CCN(CC1)C (R)-(1-(3-(3-(2-cyano-3-(4-methylpiperazin-1-yl)-3-oxoprop-1-en-1-yl)phenoxy)propaneAmido)-2-phenylethyl)boronic acid